(E)-methyl 4-(2-(4,4-difluorocyclohexyl) vinyl)-5-methoxypicolinate FC1(CCC(CC1)/C=C/C1=CC(=NC=C1OC)C(=O)OC)F